CC1=NC=C(C=C1NC(OC(C)(C)C)=O)C(NC1=CC(=CC=C1)C(F)(F)F)=O tert-butyl (2-methyl-5-((3-(trifluoromethyl)phenyl)carbamoyl)pyridin-3-yl)carbamate